1-pentenyldimethylethoxysilane C(=CCCC)C(C)O[SiH](C)C